C(C1=CC=CC=C1)OCC1=COC=C1 3-((benzyloxy)methyl)furan